CN1C[C@@H]2CN[C@H](C1)C2 (1S,5S)-3-Methyl-3,6-diazabicyclo[3.2.1]octane